C(C(=O)[O-])(=O)[O-].C(C(=O)[O-])(=O)[O-].[NH4+].[NH4+].[NH4+].[NH4+] ammonium di(oxalate)